4-[3-[2,4-difluoro-3-(methanesulfonamido)benzoyl]-1-(oxan-2-yl)pyrazolo[3,4-b]pyridin-5-yl]benzoate FC1=C(C(=O)C2=NN(C3=NC=C(C=C32)C3=CC=C(C(=O)[O-])C=C3)C3OCCCC3)C=CC(=C1NS(=O)(=O)C)F